N-(2,2-difluoroethyl)-2-[[4-[5-(trifluoromethyl)-1,2,4-oxadiazol-3-yl]phenyl]methyl]-4-thiazolecarboxamide FC(CNC(=O)C=1N=C(SC1)CC1=CC=C(C=C1)C1=NOC(=N1)C(F)(F)F)F